1-(4-acetoxy-1-(6-chloro-5-hydroxy-2-iodopyridin-3-yl)-3,3-dimethylbut-2-yl)propan-1-yl-4-oxo-1,4-dihydropyridine-3-carboxylic acid ethyl ester C(C)OC(=O)C1=CN(C=CC1=O)C(CC)C(CC=1C(=NC(=C(C1)O)Cl)I)C(COC(C)=O)(C)C